5,10,15-tris(p-chlorophenyl)-20-(p-hydroxyphenyl)porphyrin cobalt (II) [Co+2].ClC1=CC=C(C=C1)C=1C2=CC=C(N2)C(=C2C=CC(C(=C3C=CC(=C(C=4C=CC1N4)C4=CC=C(C=C4)Cl)N3)C3=CC=C(C=C3)Cl)=N2)C2=CC=C(C=C2)O